C(C)(C)(C)OC(NCCC1=CNC2=CC=C(C(=C12)OC)F)=O (2-(5-fluoro-4-methoxy-1H-indol-3-yl)ethyl)carbamic acid tert-butyl ester